CC[C@H](NN)C(=O)O beta-methyl-amino-L-alanine